ClC1=C(C=CC=C1)[C@H]1[C@@H](NC2=CC(=CC=3C(NN=C1C32)=O)F)C3CC3 (11S,12S)-12-(2-chlorophenyl)-11-cyclopropyl-7-fluoro-2,3,10-triazatricyclo[7.3.1.0^{5,13}]trideca-1,5(13),6,8-tetraen-4-one